N-(6-cyclopentyl-4-fluoropyridin-3-yl)-2-[(1-methyl-1H-1,2,3,4-tetrazol-5-yl)sulfanyl]-5-nitrobenzamide C1(CCCC1)C1=CC(=C(C=N1)NC(C1=C(C=CC(=C1)[N+](=O)[O-])SC1=NN=NN1C)=O)F